(1,3-bis(2,6-diisopropylphenyl)imidazol-2-ylidene)-(trifluoromethylsulfonyloxy)copper C(C)(C)C1=C(C(=CC=C1)C(C)C)N1C(N(C=C1)C1=C(C=CC=C1C(C)C)C(C)C)=[Cu]OS(=O)(=O)C(F)(F)F